N-(3-(3-(4-aminoimidazo[2,1-f][1,2,4]triazin-7-yl)-1,2,4-oxadiazol-5-yl)-4-methylphenyl)-3-(trifluoromethyl)benzamide NC1=NC=NN2C1=NC=C2C2=NOC(=N2)C=2C=C(C=CC2C)NC(C2=CC(=CC=C2)C(F)(F)F)=O